(Z)-methyl-N-(2-hydroxy-3-(piperidin-1-yl)propoxy)pyridine CC1N(C=CC=C1)OCC(CN1CCCCC1)O